NCCC#CC1=C(C=C(C=C1)NC(CCNC(C[C@H]1C=2N(C3=C(C(=N1)C1=CC=C(C=C1)Cl)C(=C(S3)C)C)C(=NN2)C)=O)=O)CO (S)-N-(4-(4-aminobut-1-yn-1-yl)-3-(hydroxymethyl)phenyl)-3-(2-(4-(4-chlorophenyl)-2,3,9-trimethyl-6H-thieno[3,2-f][1,2,4]triazolo[4,3-a][1,4]diazepin-6-yl)acetamido)propanamide